CN(CCNC(CCCCCCCC)=O)C N-(2-(dimethylamino)ethyl)nonanamide